(6-trifluoromethylpyridin-3-yl)-3-(1-methyl-1H-pyrazol-4-yl)pyrazin-2-amine FC(C1=CC=C(C=N1)C=1N=C(C(=NC1)N)C=1C=NN(C1)C)(F)F